C(CCC)C=1NC=2N(C(C1)=O)N=C(N2)NCC2=NN(C=C2)C2=CC=CC=C2 5-butyl-2-[(1-phenylpyrazol-3-yl)methylamino]-4H-[1,2,4]-triazolo[1,5-a]pyrimidin-7-one